OC(C(=O)O)CC1=CC=C(C=C1)[N+](=O)[O-] 2-hydroxy-3-(4-nitrophenyl)propanic acid